BrC1=C(C=C(C(=C1)[N+](=O)[O-])C)C 1-bromo-2,4-dimethyl-5-nitro-benzene